4-succinimidyl-α-(2-pyridyldithio)toluene C1(CCC(N1C1=CC=C(CSSC2=NC=CC=C2)C=C1)=O)=O